1-(3-phenylprop-2-yn-1-yl)-1H-indole C1(=CC=CC=C1)C#CCN1C=CC2=CC=CC=C12